4-cyano-2-[4-(trifluoromethyl)thiazol-2-yl]benzoic acid C(#N)C1=CC(=C(C(=O)O)C=C1)C=1SC=C(N1)C(F)(F)F